C[N+](C)(C)C[C@@H](CC(=O)[O-])OC(=O)CCCC(=O)O Glutaryl-L-Carnitine